monoethyl malonate sodium salt [Na+].C(CC(=O)[O-])(=O)OCC